C([O-])(=O)OC1=C(C=CC=C1)CCCCCCCCCCCC.[Ca+2].C(CCCCCCCCCCC)C1=C(C=CC=C1)OC([O-])=O calcium dodecylphenol carbonate